2-methyl-N-(3-(4-methylthiophene-3-yl)benzylidene)propane-2-sulfinamide tert-butyl-(cis-3-butoxycyclobutyl)carbamate C(C)(C)(C)N(C(O)=O)[C@@H]1C[C@@H](C1)OCCCC.CC(C)(C)S(=O)N=CC1=CC(=CC=C1)C1=CSC=C1C